FC(=C(C(C(C(C(C(C(C(C(C(F)(F)F)(F)F)(F)F)(F)F)(F)F)(F)F)(F)F)(F)F)(F)F)F)F perfluoroundecene